4-(benzyloxy)-3,5-dimethoxy-N-(piperidin-1-yl)benzamide dimethyl-1,3-adamantanedicarboxylate COC(=O)C12CC3(CC(CC(C1)C3)C2)C(=O)OC.C(C2=CC=CC=C2)OC2=C(C=C(C(=O)NN3CCCCC3)C=C2OC)OC